FC=1C=C(OC2=NC=C(C=N2)C2=CN=CC(=N2)NC2CN(C2)C(C=C)=O)C=C(C1)F 1-[3-[[6-[2-(3,5-difluorophenoxy)pyrimidin-5-yl]pyrazin-2-yl]amino]azetidin-1-yl]prop-2-en-1-one